[1,10]Phenanthroline N1=CC=CC2=CC=C3C=CC=NC3=C12